perfluoro(2,4-dimethyl-1,3-dioxolan-2-yl)carboxylic acid FC1(OC(OC1(F)F)(C(F)(F)F)C(=O)O)C(F)(F)F